[Fe].[Bi].[Na] sodium bismuth iron